ClC=1C=C(C=CC1OC(F)F)NC=1C2=C(N=CN1)C=CC(=N2)N2[C@@H]1CN[C@H](C2)C1 N-[3-chloro-4-(difluoromethoxy)phenyl]-6-[(1S,4S)-2,5-diazabicyclo[2.2.1]heptan-2-yl]pyrido[3,2-d]pyrimidin-4-amine